C1(CC1)CC=1SC(=CN1)C(=O)NC(C)C (cyclopropylmethyl)-N-(propan-2-yl)-1,3-thiazole-5-carboxamide